NC1=NC=C2C(=N1)NN=C2 6-aminopyrazolo[3,4-d]pyrimidine